5-(((4-(3-chloro-4-(3-((3-fluoro-4-(((2-hydroxyethyl)amino)methyl)pyridin-2-yl)amino)-2-methylphenyl)pyridin-2-yl)-2-fluoro-6-methoxybenzyl)amino)methyl)pyrrolidin-2-one ClC=1C(=NC=CC1C1=C(C(=CC=C1)NC1=NC=CC(=C1F)CNCCO)C)C1=CC(=C(CNCC2CCC(N2)=O)C(=C1)OC)F